CN1C=NC=C1C1=NC(=NC=C1)C(=O)NC1CC(C1)C1=CC=CC=C1 4-(1-methyl-1H-imidazol-5-yl)-N-((1s,3s)-3-phenylcyclobutyl)pyrimidine-2-carboxamide